ammonium perfluorooctanoate, trishydrochloride Cl.Cl.Cl.FC(C(=O)[O-])(C(C(C(C(C(C(F)(F)F)(F)F)(F)F)(F)F)(F)F)(F)F)F.[NH4+]